BrC1=C2N=C(C(=NC2=CC(=C1)I)C)C 5-bromo-7-iodo-2,3-dimethyl-quinoxaline